NC1CCC(CC1)C(=O)N1CC2(CN(C2)CC#CC2=CC3=C(N(C(N3C)=O)C3C(NC(CC3)=O)=O)C=C2)CC1 3-(5-{3-[6-(4-aminocyclohexanecarbonyl)-2,6-diazaspiro[3.4]oct-2-yl]prop-1-yn-1-yl}-3-methyl-2-oxo-1,3-benzodiazol-1-yl)piperidine-2,6-dione